3-bromo-4-chlorofuro[3,2-C]pyridine BrC1=COC2=C1C(=NC=C2)Cl